FC(C=1C=C(C=CC1F)C=1C=C2C(=NC1)C=NN2CC(=O)N2CC(CC2)(C)O)F 2-[6-[3-(Difluoromethyl)-4-fluoro-phenyl]pyrazolo[4,3-b]pyridin-1-yl]-1-(3-hydroxy-3-methyl-pyrrolidin-1-yl)ethanone